FC(C(=O)O)(F)F.C(C)OC(CC(=O)OCC)=O Malonic acid 1,3-diethyl ester trifluoroacetate